ClC1=C(C=C(C=C1)Cl)CC 1,4-dichloro-2-ethylbenzene